3-(5-(((tetrahydro-2H-pyran-2-yl)oxy)carbamoyl)pyridin-3-yl)phenyl tetradecylcarbamate C(CCCCCCCCCCCCC)NC(OC1=CC(=CC=C1)C=1C=NC=C(C1)C(NOC1OCCCC1)=O)=O